C(C=C)(=O)OCCCCCCCCCCCCCCCCCCCC[SiH2]C(Br)Br acryloxyicosyldibromomethylsilane